N-Butyl-2-(1-ethylpentyl)-1,3-oxazolidine C(CCC)N1C(OCC1)C(CCCC)CC